ClC1=C(C(=O)N2CCN(CC2)C(=O)N2CCN(CC2)CC(=O)OC(C)(C)C)C=CC(=C1)NC(=O)C=1N(C(=CN1)C1=C(C(=C(C=C1)OC)F)F)C tert-butyl 2-[4-[4-[2-chloro-4-[[5-(2,3-difluoro-4-methoxy-phenyl)-1-methyl-imidazole-2-carbonyl]amino]benzoyl]piperazine-1-carbonyl]piperazin-1-yl]acetate